ClC1=C(C=C(C=N1)N1N=C(C=C1C(C(=O)OCC)C1=NC=C(C=N1)Cl)C(F)(F)F)F ethyl 2-[2-(6-chloro-5-fluoro-3-pyridyl)-5-(trifluoromethyl)pyrazol-3-yl]-2-(5-chloropyrimidin-2-yl)acetate